O=C1NC(CCC1C1=NN(C2=CC(=C(C=C12)F)C1CCN(CC1)C[C@@H]1C(CN(CC1)C(=O)OC(C)(C)C)(C)C)C)=O tert-butyl (4S)-4-((4-(3-(2,6-dioxopiperidin-3-yl)-5-fluoro-1-methyl-1H-indazol-6-yl)piperidin-1-yl)methyl)-3,3-dimethylpiperidine-1-carboxylate